C(C)(C)(C)OC(=O)N[C@H]1CC(C[C@H](C1)C(=O)O)(F)F (1S,5R)-5-[(tert-butoxycarbonyl)amino]-3,3-difluorocyclohexane-1-carboxylic acid